ClC1=C2C(=CN=C1)N(N=C2N2CC(C(C2)(F)F)(F)F)C2COCCC2 4-chloro-3-(3,3,4,4-tetrafluoropyrrolidin-1-yl)-1-tetrahydropyran-3-yl-pyrazolo[3,4-c]pyridine